(2R,3R)-3-amino-2-(4-bromobenzyl)-2-methylcyclopentan-1-one hydrochloride Cl.N[C@H]1[C@@](C(CC1)=O)(C)CC1=CC=C(C=C1)Br